ClC=1C=CC2=C(C(=C(O2)C(=O)O)NC(C2=CC(=CC(=C2)C(C)(C)C)C(C)(C)C)=O)C1 5-chloro-3-(3,5-di-tert-butylbenzoylamino)benzofuran-2-carboxylic acid